C(C)(C)N(C=CCCC)C(C)C N,N-di-isopropyl-N-(pentenyl)amine